racemic-2-bromo-6-(1-(1-(4-fluorophenyl)propyl)-1H-pyrazol-4-yl)pyrazine BrC1=NC(=CN=C1)C=1C=NN(C1)[C@H](CC)C1=CC=C(C=C1)F |r|